4-(4-{(S)-1-[8-(2,2-dimethyl-propyl)-7-oxo-7,8-dihydro-pyrido[2,3-d]pyrimidin-2-ylamino]-ethyl}-phenoxy)-piperidine-1-carboxylic acid tert-butyl ester C(C)(C)(C)OC(=O)N1CCC(CC1)OC1=CC=C(C=C1)[C@H](C)NC=1N=CC2=C(N1)N(C(C=C2)=O)CC(C)(C)C